NC=1C(C2=CC=CC(=C2C(C1)=O)N)=O 2,5-diamino-1,4-naphthoquinone